5,5'-(1,3-phenylen)bis(3-phenyl-1H-pyrazole) C1(=CC(=CC=C1)C1=CC(=NN1)C1=CC=CC=C1)C1=CC(=NN1)C1=CC=CC=C1